3-[2-(perfluorohexyl) ethoxy]-1,2-propylene oxide FC(C(C(C(C(C(F)(F)F)(F)F)(F)F)(F)F)(F)F)(CCOCC1CO1)F